FC(SC1=CC=C(C=C1)C1=NOC(=N1)CC(C(=O)O)=C)(F)F ((3-(4-((trifluoromethyl)thio)phenyl)-1,2,4-oxadiazol-5-yl)methyl)acrylic acid